FC(C=1C(=CNC(C1)=O)C(=O)NC1=C(C=C(C(=C1)C1=CC(=C(C=C1)N1CCOCC1)F)F)N1C[C@H](N(CC1)C)C)F 4-(difluoromethyl)-N-[4-fluoro-5-(3-fluoro-4-morpholin-4-ylphenyl)-2-[(3R)-3,4-dimethylpiperazin-1-yl]phenyl]-6-oxo-1H-pyridine-3-carboxamide